2,3,4,6,7,8-hexahydropyrrolo[1,2-a]pyrimidin-1-ium ethyl-carbonate C(C)OC([O-])=O.[NH+]1=C2N(CCC1)CCC2